C(C)(C)(C)OC(=O)N[C@H](C(=O)NCCC(=O)OC(C)(C)C)CNC(=O)OC(C)(C)C tert-butyl (S)-3-(2,3-bis((tert-butoxycarbonyl)amino)propanamido)propanoate